ClC1=C(C=CC=C1Cl)N1[C@@H]2CN([C@H](C1)C2)CC=2C=C1C(N(C(C1=CC2)=O)N2C(NC(CC2)=O)=O)=O 5-(((1S,4S)-5-(2,3-dichlorophenyl)-2,5-diazabicyclo[2.2.1]heptane-2-yl)methyl)-2-(2,4-dioxotetrahydropyrimidin-1(2H)-yl)isoindoline-1,3-dione